2-(2-fluoro-6-methoxy-phenyl)propanoic acid FC1=C(C(=CC=C1)OC)C(C(=O)O)C